C(C=C)(=O)O.COCC(COC(C)COC(C)CO)O monomethoxytripropylene glycol monoacrylate